[4-(1,4-dioxa-8-azaspiro[4.5]dec-8-yl)indolin-1-yl]piperidine-2,6-dione O1CCOC12CCN(CC2)C2=C1CCN(C1=CC=C2)N2C(CCCC2=O)=O